FC=1C(=NC=CC1)CNC(=O)C=1N=C(OC1)CCNCCC1=NC2=C(N1)C(=CC=C2)C#CC2=CC(=CC=C2)OC N-((3-fluoropyridin-2-yl)methyl)-2-(2-((2-(7-((3-methoxyphenyl)ethynyl)-1H-benzo[d]imidazol-2-yl)ethyl)amino)ethyl)oxazole-4-carboxamide